O.[Al].[Fe] iron-aluminum (hydrogen) oxide